OC1(CCN(CC1)C(C[C@@H](C)C1=CC=CC=C1)=O)CN1C=NC=2C(C1=O)=NN(C2C=2C=C1CCNCC1=CC2)C (R)-6-((4-hydroxy-1-(3-phenylbutyryl)piperidin-4-yl)methyl)-2-methyl-3-(1,2,3,4-tetrahydroisoquinolin-6-yl)-2H-pyrazolo[4,3-d]pyrimidin-7(6H)-one